C1=CC=C(C(=C1)C(=O)NC2=CC=C(C=C2)Br)N 2-amino-N-(4-bromophenyl)benzamide